tert-Butyl 8-[2-oxo-3-(2-oxoazepan-3-yl)benzimidazol-1-yl]octanoate O=C1N(C2=C(N1CCCCCCCC(=O)OC(C)(C)C)C=CC=C2)C2C(NCCCC2)=O